C1(CC1)OC=1C=C(C=CC1)C1=CC(=NN1C1=C(C=CC=C1)N1CCOCC1)COC(C(=O)O)(C)C 2-([5-(3-Cyclopropoxyphenyl)-1-[2-(morpholin-4-yl)phenyl]-1H-pyrazol-3-yl]methoxy)-2-methylpropanoic acid